COC1=CC=C(C=N1)C1=CN(C2=NC=C(C=C21)C2=CC=C(C=C2)N2CCC(CC2)(O)C)S(=O)(=O)C2=CC=C(C)C=C2 1-(4-(3-(6-methoxypyridin-3-yl)-1-tosyl-1H-pyrrolo[2,3-b]pyridin-5-yl)phenyl)-4-methylpiperidin-4-ol